methylthiotriphenylamine CSC1=C(C=CC=C1)N(C1=CC=CC=C1)C1=CC=CC=C1